2-((4-((R)-4-(3-Chlorophenyl)-3-methylpiperazine-1-carbonyl)-2-nitrophenyl)sulfinyl)-N-ethyl-N-methylacetamide ClC=1C=C(C=CC1)N1[C@@H](CN(CC1)C(=O)C1=CC(=C(C=C1)S(=O)CC(=O)N(C)CC)[N+](=O)[O-])C